ClC1=CC2=C(OC(CN2)C(=O)O)C=C1 6-chloro-3,4-dihydro-2H-benzo[b][1,4]oxazine-2-carboxylic acid